CC1(C(C2=CC=C(C=C2C1)C1=CC=C(C=C1)OCC(F)(F)F)NC(O[C@@H]1CN2CCC1CC2)=O)C (S)-quinuclidin-3-yl (2,2-dimethyl-5-(4-(2,2,2-trifluoroethoxy)phenyl)-2,3-dihydro-1H-inden-1-yl)carbamat